tri(butylphenyl) phosphate P(=O)(OC1=C(C=CC=C1)CCCC)(OC1=C(C=CC=C1)CCCC)OC1=C(C=CC=C1)CCCC